3-((2-(3-(2-(tert-Butylamino)-2-oxoethoxy)phenyl)-6-ethoxy-quinazolin-4-yl)amino)benzoic acid C(C)(C)(C)NC(COC=1C=C(C=CC1)C1=NC2=CC=C(C=C2C(=N1)NC=1C=C(C(=O)O)C=CC1)OCC)=O